C(CO)(=O)[O-].[Na+].[Na+].C(CO)(=O)[O-] disodium glycolate salt